2-((3S,4R)-3-fluoro-4-methoxypiperidin-1-yl)pyrimidin-4-amine F[C@H]1CN(CC[C@H]1OC)C1=NC=CC(=N1)N